CNC=1C=C(C=CC1)C(NC(=O)C=1C(NC(=CC1)C(F)(F)F)=O)C1=CC=CC=C1 N-((3-(methylamino)phenyl)(phenyl)methyl)-2-oxo-6-(trifluoromethyl)-1,2-dihydropyridine-3-carboxamide